C(CC)(=O)OCC(C)(C)OC(C)C1=CC(CCC1)(C)C 2-[1-(3,3-dimethyl-1-cyclohexen-1-yl) ethoxy]-2-methylpropyl propionate